tert-butyl 4-[6-[5-[(tert-butoxycarbonylamino)methyl]-2-methoxy-phenyl]-3-chloro-2-quinolyl]piperazine-1-carboxylate C(C)(C)(C)OC(=O)NCC=1C=CC(=C(C1)C=1C=C2C=C(C(=NC2=CC1)N1CCN(CC1)C(=O)OC(C)(C)C)Cl)OC